ClC1=CNC2=C(C=CC(=C12)Cl)NS(=O)(=O)C1=CC=C(C=C1)S(=O)(=O)NCCC1=CC=C(C(=O)N(C)C)C=C1 4-(2-((4-(N-(3,4-dichloro-1H-indol-7-yl)sulfamoyl)phenyl)sulfonamido)ethyl)-N,N-dimethylbenzamide